(R or S)-diethyl ((3-bromo-5-((2,2,2-trifluoro-1-(pyridin-3-yl)ethyl)carbamoyl)benzo[b]thiophen-2-yl)difluoromethyl)phosphonate BrC=1C2=C(SC1C(F)(F)P(OCC)(OCC)=O)C=CC(=C2)C(N[C@@H](C(F)(F)F)C=2C=NC=CC2)=O |o1:23|